1-({(5S,7S)-3-[4-chloro-3-(1,1-dimethylethyl)-5-isoxazolyl]-7-methyl-2-oxo-1-oxa-3-azaspiro[4.5]dec-7-yl}methyl)-1H-benzimidazole-6-carbonitrile ClC=1C(=NOC1N1C(O[C@]2(C1)C[C@@](CCC2)(C)CN2C=NC1=C2C=C(C=C1)C#N)=O)C(C)(C)C